N-(3-cyano-4-methyl-1H-indol-7-yl)-1-(2-hydroxy-1,1-dimethylethyl)pyrazole-4-sulfonamide C(#N)C1=CNC2=C(C=CC(=C12)C)NS(=O)(=O)C=1C=NN(C1)C(CO)(C)C